tert-butyl N-[4-(4-methyl-6-propanoylpyridin-3-yl)-[1,2,4]triazolo[1,5-a]1,6-naphthyridin-8-yl]carbamate CC1=C(C=NC(=C1)C(CC)=O)C=1C=2N(C3=CC(=NC=C3C1)NC(OC(C)(C)C)=O)N=CN2